FC1(CC1)C(=O)N1CC2(C1)CN(C2)C=2C=NC=C(C2)C=2C=C1C=CC(=NC1=CC2)OC (1-fluorocyclopropyl)(6-(5-(2-methoxyquinolin-6-yl)pyridin-3-yl)-2,6-diazaspiro[3.3]heptane-2-yl)methanone